NCCCCCNC(C1=C(C=C(C=C1)NC=1C=2N(C=CN1)C(=CN2)C2=CC=C(C=C2)OC)C)=O N-(5-aminopentyl)-4-[[3-(4-methoxyphenyl)imidazo[1,2-a]pyrazin-8-yl]amino]-2-methylbenzamide